NC=1C(=C(C=CC1F)NC(C1=C(C=CC(=C1)NC(=O)CC(CC1=CC(=C(C=C1)F)Br)(Cl)Cl)Cl)=O)F N-(3-amino-2,4-difluorophenyl)-5-((1R,3R)-3-(3-bromo-4-fluorophenyl)-2,2-dichloropropane-1-carboxamido)-2-chlorobenzamide